C1(=CC=CC=C1)C1=CC=C(C=C1)OCC(COCC)O 1-(4-phenylphenyl)oxy-3-ethoxy-2-propanol